2-hydroxyethyl-8-{[(4-chloro-2,6-dimethylphenyl)acetyl] amino}-1,4-dioxaspiro[4.5]decane-8-carboxylate OCCOC(=O)C1(CCC2(OCCO2)CC1)NC(CC1=C(C=C(C=C1C)Cl)C)=O